C1=NCCC2=C(C=CC=C12)NC(CN(C)C)=O N-(3,4-Dihydroisoquinolin-5-yl)-2-(dimethylamino)acetamide